6-(2,6-dimethylmorpholine-4-carbonyl)quinoline-2-carbaldehyde CC1CN(CC(O1)C)C(=O)C=1C=C2C=CC(=NC2=CC1)C=O